dimethyl-(nonadecenyl)amine CN(C=CCCCCCCCCCCCCCCCCC)C